(S)-1-(1-isobutylpiperidin-3-yl)-6-isopropyl-5-(8-methoxy-[1,2,4]triazolo[1,5-a]pyridin-6-yl)-1,3-dihydro-2H-benzo[d]imidazol-2-one C(C(C)C)N1C[C@H](CCC1)N1C(NC2=C1C=C(C(=C2)C=2C=C(C=1N(C2)N=CN1)OC)C(C)C)=O